FC1=CC(=CC2=C1N=CN2C(C)C)C2=CC(=NC=C2C)NC(=O)C2CCCCC2 N-[4-(7-fluoro-3-isopropyl-benzimidazol-5-yl)-5-methyl-2-pyridinyl]Cyclohexanecarboxamide